[1-(4-Bromo-2,6-dimethoxy-benzyl)-azetidin-3-yl]-carbamic acid tert-butyl ester C(C)(C)(C)OC(NC1CN(C1)CC1=C(C=C(C=C1OC)Br)OC)=O